OC1=CC=CC(=N1)C(=O)NC1=C(C=CC=C1)C 6-hydroxy-N-(o-tolyl)picolinamide